The molecule is a ubiquinone whose structure comprises a 2,3-dimethoxy-5-methylbenzoquinone nucleus (common to all ubiquinones) and a side chain of eight isoprenoid units. It has a role as a biomarker. CC1=C(C(=O)C(=C(C1=O)OC)OC)C/C=C(\\C)/CC/C=C(\\C)/CC/C=C(\\C)/CC/C=C(\\C)/CC/C=C(\\C)/CC/C=C(\\C)/CC/C=C(\\C)/CCC=C(C)C